tri-cresyl phosphate P(=O)(OC1=CC=C(C=C1)C)(OC1=CC=C(C=C1)C)OC1=CC=C(C=C1)C